1-cyclopentyl-3-(4'-fluoro-3-methyl-[1,1'-biphenyl]-4-yl)piperidine C1(CCCC1)N1CC(CCC1)C1=C(C=C(C=C1)C1=CC=C(C=C1)F)C